NC1=CC(=C(C(=O)N[C@H]2[C@H](CN(CC2)CCCCCC(=O)O)OC)C=C1Cl)OC (3s,4r,3'r)-6-[4-(4-amino-5-chloro-2-methoxy-benzoylamino)-3-methoxy-piperidin-1-yl]-hexanoic acid